2-[6-[bis(carboxymethyl)amino]hexyl-(carboxymethyl)-amino]acetic acid C(=O)(O)CN(CCCCCCN(CC(=O)O)CC(=O)O)CC(=O)O